4-(2-chlorophenyl)-6-methyl-2-((6-methylbenzo[d]oxazol-2-yl)amino)-N-(5-(pyridin-3-yl)-1,3,4-thiadiazol-2-yl)-1,4-dihydropyrimidine-5-carboxamide ClC1=C(C=CC=C1)C1N=C(NC(=C1C(=O)NC=1SC(=NN1)C=1C=NC=CC1)C)NC=1OC2=C(N1)C=CC(=C2)C